O=C([C@H](O)[C@@H](O)[C@H](O)[C@H](O)C(=O)[O-])[O-] D-GLUCARATe